(E,E)-5,9-Octadecadienyl acetate C(C)(=O)OCCCC\C=C\CC\C=C\CCCCCCCC